CC1=C(C=CC(=C1)C)C=1C(OC2=CC(=CC=C2C1)O[C@@H](C(=C=O)N1CC2CCC(C1)N2C)C)=O (2,4-dimethylphenyl)-7-(((2R)-1-(8-methyl-3,8-diazabicyclo[3.2.1]oct-3-yl)-1-carbonylpropan-2-yl)oxy)-2H-chromen-2-one